rac-N,N-dibenzyl-1-(8-methylene-1,4-dioxaspiro[4.5]decan-7-yl)methanamine C(C1=CC=CC=C1)N(C[C@@H]1CC2(OCCO2)CCC1=C)CC1=CC=CC=C1 |r|